C(=O)(O)C1CC2C(C(C1C2)C(=O)O)C(=O)O 3,5,6-tricarboxyl-norbornane